FC(CNC=1N=CC2=C(N1)NC=C2C=2C=C(C=1N(C2)C(=CN1)C)F)(C)C N-(2-fluoro-2-methylpropyl)-5-(8-fluoro-3-methylimidazo[1,2-a]pyridin-6-yl)-7H-pyrrolo[2,3-d]pyrimidin-2-amine